FC=1C=CC2=C(N(C(=N2)N2C[C@H]([C@@H](CC2)F)NC)CC(=O)N(CC(F)(F)F)C)C1 2-(6-Fluoro-2-((3R,4R)-4-fluoro-3-(methylamino)piperidin-1-yl)-1H-benzo[d]imidazol-1-yl)-N-methyl-N-(2,2,2-trifluoroethyl)acetamid